C(C)N(C1=C(C(=NC=N1)NC[C@]1([C@H](CN(CC1)CC(=O)N)O)O)F)CC1=C(C=C(C=C1)C(F)(F)F)F 2-((3S,4R)-4-(((6-(ethyl(2-fluoro-4-(trifluoromethyl)benzyl)amino)-5-fluoropyrimidin-4-yl)amino)methyl)-3,4-dihydroxypiperidin-1-yl)acetamide